1,3-propan-diamine C(CCN)N